2-chloro-N-((5-(thiophen-2-yl)-1,3,4-oxadiazol-2-yl)methyl)benzamide Ethyl-N-[4-(4-fluoro-1,3-benzoxazol-2-yl)phenyl]carbamat C(C)OC(NC1=CC=C(C=C1)C=1OC2=C(N1)C(=CC=C2)F)=O.ClC2=C(C(=O)NCC=1OC(=NN1)C=1SC=CC1)C=CC=C2